benzyl N-benzyl-N-[(1S)-2-fluoro-1-[(2S)-6-hydroxy-5-iodo-tetrahydropyran-2-yl]ethyl]carbamate C(C1=CC=CC=C1)N(C(OCC1=CC=CC=C1)=O)[C@H](CF)[C@H]1OC(C(CC1)I)O